C[C@@H]1CN(C[C@H](N1)C)C=1OC2=C(N1)C=C(C=C2)F 2-[(3R,5R)-3,5-dimethylpiperazin-1-yl]-5-fluoro-1,3-benzoxazole